1-(2-cyclopropylethyl)-3-(6-(trifluoromethyl)pyridin-3-yl)-1,3,8-triazaspiro[4.5]decane-2,4-dione C1(CC1)CCN1C(N(C(C12CCNCC2)=O)C=2C=NC(=CC2)C(F)(F)F)=O